NCCCC[C@@H](C(=O)N[C@H](C(=O)N)CC1=CC=CC=C1)NC([C@H](CC1=C(C=C(C=C1C)O)C)NC([C@@H](CCCNC(=N)N)N)=O)=O (S)-6-amino-N-((S)-1-amino-1-oxo-3-phenylpropan-2-yl)-2-((S)-2-((R)-2-amino-5-guanidinopentanamido)-3-(4-hydroxy-2,6-dimethylphenyl)propanamido)hexanamide